CC1(OC=2C=C(C=C(C2CC1)O)C1=CC(=CC=C1)C(C)C)C 2,2-Dimethyl-7-(3-propan-2-ylphenyl)-3,4-dihydrochromen-5-ol